1-Heptene C=CCCCCC